N1=CC=CC2=CC=CC(=C12)NC(C1=CC=C(C=C1)C(F)(F)F)=O N-(quinolin-8-yl)-4-(trifluoromethyl)benzamide